N-(2-oxoethyl)acetamide O=CCNC(C)=O